C(CCCCCCCCCCCCCCCCC)(=O)OC[C@@H](OC(C=CC=CC=CC=CC=CC=CCCCCCCCCC)=O)COP(=O)([O-])OCC[N+](C)(C)C 1-Stearoyl-2-docosahexaenoyl-sn-glycero-3-phosphocholin